2-((2S,3R)-2-(cyclopentyloxy)-3-(3,5-dimethoxy-4-methylphenyl)-3-hydroxypropyl)-6-(hydroxymethyl)benzo[d]thiazole-4-carboxylic acid C1(CCCC1)O[C@@H](CC=1SC=2C(N1)=C(C=C(C2)CO)C(=O)O)[C@H](O)C2=CC(=C(C(=C2)OC)C)OC